[Na+].[Na+].C(CCCCCCCCCCCCCCCCC)OC(CCC(=O)[O-])=O.C(CCC(=O)[O-])(=O)OCCCCCCCCCCCCCCCCCC succinic acid monooctadecyl ester disodium salt